tert-butyl (4-hydroxy-4-methylpentyl) carbonate C(OC(C)(C)C)(OCCCC(C)(C)O)=O